FC1(CCNCC1)CNC=1C=2N(C=C(N1)C1=NN(C=C1)C)C=C(N2)C(=O)N 8-[(4-Fluoro-piperidin-4-ylmethyl)-amino]-6-(1-methyl-1H-pyrazol-3-yl)-imidazo[1,2-a]pyrazine-2-carboxylic acid amide